7-((5-(1,2-dimethyl-1H-imidazol-4-yl)-6-methylpyridin-2-yl)amino)-5-azaspiro[2.4]heptane-5-carboxylic acid tert-butyl ester C(C)(C)(C)OC(=O)N1CC2(CC2)C(C1)NC1=NC(=C(C=C1)C=1N=C(N(C1)C)C)C